The molecule is an enamine that is ethene which is substituted at positions 1, 1, and 2 by o-pentoxyphenyl, 1H-imidazol-1-yl, and methylthio groups, respectively (the E isomer). An inhibitor of P450-dependent C-14alpha-demethylation of lanosterol (preventing conversion to ergosterol and inhibiting cell wall synthesis in fungi), it is used in Japan (generally as the corresponding hydrochloride salt) as an antifungal drug for the treatment of superficial skin infections. It has a role as an antifungal drug and an EC 1.14.13.70 (sterol 14alpha-demethylase) inhibitor. It is an aromatic ether, a methyl sulfide, a member of imidazoles, an enamine, a member of benzenes, a conazole antifungal drug and an imidazole antifungal drug. It is a conjugate base of a neticonazole(1+). CCCCCOC1=CC=CC=C1/C(=C\\SC)/N2C=CN=C2